1-(2-((S)-3-((S)-sec-butyl)-7-chloro-2-oxo-5-phenyl-2,3-dihydro-1H-benzo[e]-[1,4]diazepin-1-yl)ethyl)urea [C@H](C)(CC)[C@@H]1N=C(C2=C(N(C1=O)CCNC(=O)N)C=CC(=C2)Cl)C2=CC=CC=C2